tert-butylbenzenesulfonylmethyl-dimethyl-sulfonium tert-Butyl-4-(5-((4-(3,5-dichlorophenyl)-6-(((methylsulfonyl)oxy)methyl)pyrimidin-2-yl)oxy)pyridin-2-yl)piperazine-1-carboxylate C(C)(C)(C)OC(=O)N1CCN(CC1)C1=NC=C(C=C1)OC1=NC(=CC(=N1)C1=CC(=CC(=C1)Cl)Cl)COS(=O)(=O)C.C(C)(C)(C)C[S+](C)CS(=O)(=O)C1=CC=CC=C1